P(OC1C[C@@H](CCC1C(C)C)C)(OCCCCCC)=O (1R)-MENTHYL HEXYL PHOSPHONATE